FC1=C(C=C(C=C1)S(=O)(=O)N1CC(OCC1)C=1C2=C(SC1C(=O)N)C=CC=C2)C [4-(4-fluoro-3-methyl-benzenesulfonyl)-morpholin-2-yl]-benzo[b]thiophene-2-carboxylic acid amide